CN(C1(CCC2(CN(C(N2)=O)C=2C=C3C(=NC2)N(C=C3)C)CC1)C1=CC=CC=C1)C 8-(dimethylamino)-3-(1-methyl-1H-pyrrolo[2,3-b]pyridin-5-yl)-8-phenyl-1,3-diazaspiro[4.5]decan-2-one